(R,E)-1-(3-(4-(4-(2-amino-4-(difluoromethyl)pyrimidin-5-yl)-6-morpholino-1,3,5-triazin-2-yl)piperazine-1-carbonyl)pyrrolidin-1-yl)hept-5-ene-1,4-dione NC1=NC=C(C(=N1)C(F)F)C1=NC(=NC(=N1)N1CCOCC1)N1CCN(CC1)C(=O)[C@H]1CN(CC1)C(CCC(\C=C\C)=O)=O